OC=1C=C(CNC(C2=C(C=CC(=C2)N(C)C)N2CCOCC2)=O)C=CC1OC N-(3-hydroxy-4-methoxybenzyl)-2-morpholinyl-5-dimethylaminobenzamide